2,6-dichloro-3,5-difluoro-4-(trifluoromethyl)benzyl cyanide ClC1=C(CC#N)C(=C(C(=C1F)C(F)(F)F)F)Cl